(S)-5-(5-(2-(3-Fluoropyrrolidin-1-yl)ethyl)-3-isopropyl-1H-indol-2-yl)-1,3-dimethylpyridin-2(1H)-on F[C@@H]1CN(CC1)CCC=1C=C2C(=C(NC2=CC1)C=1C=C(C(N(C1)C)=O)C)C(C)C